5-[4-amino-5-(trifluoromethyl)pyrrolo[2,1-f][1,2,4]triazin-7-yl]-N-[(3R,4S)-1-(6-chloropyridine-2-carbonyl)-4-fluoropyrrolidin-3-yl]-4-fluoro-2-methylbenzamide NC1=NC=NN2C1=C(C=C2C=2C(=CC(=C(C(=O)N[C@@H]1CN(C[C@@H]1F)C(=O)C1=NC(=CC=C1)Cl)C2)C)F)C(F)(F)F